NC(C(=O)O)CC1=CNC2=NC=CC=C21 amino-3-{1H-pyrrolo[2,3-b]pyridin-3-yl}propanoic acid